C(C(C)C)(=O)NC1=C2N=CN(C2=NC=N1)C[C@@H](C)OCP1(OCC(CO1)CC(=O)OCC)=O (R)-ethyl 2-(2-(((1-(6-isobutyramido-9H-purin-9-yl)propan-2-yl)oxy)methyl)-2-oxo-1,3,2-dioxaphosphinan-5-yl)acetate